FC1=C(OC=2N=CC(=NC2)NC([C@H](C)N2CC(N(CC2)C(=O)C2CN3C(OC2)=NC=N3)(C)C)=O)C=CC(=C1)F (2S)-N-(5-(2,4-difluorophenoxy)pyrazin-2-yl)-2-(4-(6,7-dihydro-5H-[1,2,4]triazolo[5,1-b][1,3]oxazine-6-carbonyl)-3,3-dimethylpiperazin-1-yl)propanamide